Methyl 2-(2-fluoro-6-(3-fluoro-1-methyl-1H-pyrazol-4-yl)phenyl)-3-formylimidazo[1,2-a]pyridine-7-carboxylate FC1=C(C(=CC=C1)C=1C(=NN(C1)C)F)C=1N=C2N(C=CC(=C2)C(=O)OC)C1C=O